CN1[C@@H]2CC(C[C@H]1CC2)NC2=CC1=C(C=N2)C=C(N1)C#N 6-[[(1S,5R)-8-methyl-8-azabicyclo[3.2.1]octan-3-yl]amino]-1H-pyrrolo[3,2-c]pyridine-2-carbonitrile